N-(6-(2,6-dioxopiperidin-3-yl)pyridin-3-yl)-2-((R)-2-(trifluoromethyl)piperazin-1-yl)acetamide hydrobromide Br.O=C1NC(CCC1C1=CC=C(C=N1)NC(CN1[C@H](CNCC1)C(F)(F)F)=O)=O